2-(3-((4-(2-(2-aminopyridin-3-yl)-5-phenyl-3H-imidazo[4,5-b]pyridin-3-yl)benzyl)carbamoyl)-2-fluorophenyl)acetic acid NC1=NC=CC=C1C1=NC=2C(=NC(=CC2)C2=CC=CC=C2)N1C1=CC=C(CNC(=O)C=2C(=C(C=CC2)CC(=O)O)F)C=C1